NC=1N=NC(=CC1C=1C=NN(C1)C1CCC2(CN(C2)C2CCC(CC2)C(=O)N2CCC(CC2)=O)CC1)C1=C(C=CC=C1)O 1-(4-(7-(4-(3-amino-6-(2-hydroxyphenyl)pyridazin-4-yl)-1H-pyrazol-1-yl)-2-azaspiro[3.5]nonan-2-yl)cyclohexane-1-carbonyl)piperidin-4-one